F[C@H]1C[C@@H](CN(C1)C(=O)OC(C)(C)C)N1C(CCCC1=O)C tert-butyl (3'S,5'S)-5'-fluoro-2-methyl-6-oxo[1,3'-bipiperidine]-1'-carboxylate